rac-4-((4R,5S)-5-(3,4-difluoro-2-methoxyphenyl)-2-phenyl-2-(trifluoromethyl)-1,3-dioxolane-4-carboxamido)picolinamide FC=1C(=C(C=CC1F)[C@H]1[C@@H](O[C@@](O1)(C(F)(F)F)C1=CC=CC=C1)C(=O)NC1=CC(=NC=C1)C(=O)N)OC |&1:11|